[Si].[Sn].[Ni].[Cu].COCOCCC 1-(methoxymethoxy)propane Copper-nickel-tin-silicon